ethyl 2-{[5-methyl-1-(3-oxopropyl)-6-{[(2Z)-3-{[2-(trimethylsilyl)ethoxy]methyl}-2,3-dihydro-1,3-benzothiazol-2-ylidene]amino}pyridazin-3-yl]amino}-1,3-thiazole-4-carboxylate CC=1C=C(NN(C1\N=C\1/SC2=C(N1COCC[Si](C)(C)C)C=CC=C2)CCC=O)NC=2SC=C(N2)C(=O)OCC